C(C)(=O)OC[C@@H](OC(C)=O)COP(=O)(O)OCC[N+](C)(C)C 1,2-diacetyl-sn-glycero-3-phosphorylcholine